C(CCCCCCCCCC(=O)N)(=O)N undecanedioamide